docosynediamine C(C#CCCCCCCCCCCCCCCCCCCC)(N)N